C(C)N1C(=NC2=C1C=CC(=C2)C(F)(F)F)NC2=CC=C1C=CNC1=C2 1-ethyl-N-(1H-indol-6-yl)-5-(trifluoromethyl)-1H-benzo[d]imidazol-2-amine